5-methyl-2,4-heptanediol CC(C(CC(C)O)O)CC